3-METHYLBUTYL PHENYLACETATE C1(=CC=CC=C1)CC(=O)OCCC(C)C